C1(=CC=CC=C1)C1=C(C=C(C=C1)C1=CC=CC=C1)C1=CC(=C2C(=CC=C3C4=C(C=C(C5=C(C=CC(C1=C23)=C45)I)I)C4=CC=CC=C4)I)I 1-([1,1':4',1''-terphenyl]-2'-yl)-3,4,9,10-tetraiodo-7-phenylperylene